2-[(4S)-4-[[6-oxo-5-(trifluoromethyl)-1H-pyridazin-4-yl]amino]pentyl]-6-[5-(trifluoromethyl)pyrimidin-2-yl]isoquinolin-1-one O=C1C(=C(C=NN1)N[C@H](CCCN1C(C2=CC=C(C=C2C=C1)C1=NC=C(C=N1)C(F)(F)F)=O)C)C(F)(F)F